CN(CCCN(C)C)C tetramethyl-1,3-propylenediamine